FC=1C=C(C=C(C1)F)C1=NOC(C1)(C(=O)NC1CC(OC1)C(=O)O)C=C 4-[[3-(3,5-difluorophenyl)-5-vinyl-4H-isoxazole-5-carbonyl]amino]tetrahydrofuran-2-carboxylic acid